FC=1C=C2C(C(NC2=CC1)=O)=CC=1NC=2C[C@H](CCC2C1C)CNC([C@H](C)N(C(C=C)=O)C)=O (2S)-N-[[(6S)-2-[(5-fluoro-2-oxo-indolin-3-ylidene)methyl]-3-methyl-4,5,6,7-tetrahydro-1H-indol-6-yl]methyl]-2-[methyl(prop-2-enoyl)amino]propanamide